FC=1C=C(C=2C(C(CCC2C1C)(CC=O)C)=O)NC(C)=O N-(3-Fluoro-4,7-dimethyl-8-oxo-7-(2-oxoethyl)-5,6,7,8-tetrahydronaphthalen-1-yl)acetamide